ClC12C(=C(C(CC1[Si](OCC)(OCC)C)(C2(Cl)Cl)Cl)Cl)Cl 1,2,3,4,7,7-hexachloro-6-methyldiethoxysilyl-2-norbornene